5-((R)-5H-imidazo[5,1-a]isoindol-5-yl)-2-oxaspiro[3.3]heptan-6-ol C=1N=CN2C1C1=CC=CC=C1[C@H]2C2C1(COC1)CC2O